FC1=C(C=CC=C1)C=1N(C=C(C1)CNC)S(=O)(=O)C=1C=C(C(=O)NCCOC)C=CC1 3-((2-(2-fluorophenyl)-4-((methylamino)methyl)-1H-pyrrol-1-yl)sulfonyl)-N-(2-methoxyethyl)benzamide